Cl.N1=CN=C(C2=C1NC=C2)N2CCSC(=C2)C(=O)N2C[C@H](CCCC2)N (S)-(4-(7H-pyrrolo[2,3-d]pyrimidin-4-yl)-3,4-dihydro-2H-1,4-thiazin-6-yl)(3-aminoazepan-1-yl)methanone hydrochloride